5-[2-(3,5-dichlorophenylamino)vinyl]-4-cyano-3-(2,6-dichlorophenyl)isoxazole ClC=1C=C(C=C(C1)Cl)NC=CC1=C(C(=NO1)C1=C(C=CC=C1Cl)Cl)C#N